p-mercaptobenzenesulfonic acid SC1=CC=C(C=C1)S(=O)(=O)O